BrC=1C=C2C(=NN(C2=C(C1)F)C1OCCCC1)C#C[Si](C(C)C)(C(C)C)C(C)C 2-(5-bromo-7-fluoro-1-tetrahydropyran-2-yl-indazol-3-yl)ethynyl-triisopropyl-silane